OC1=C(C=C(C=C1)CC1=C(C=C(OCC(=O)O)C=C1C)C)C(C)C 4-[[4-Hydroxy-3-(1-methylethyl)phenyl]methyl]-3,5-dimethylphenoxylacetic acid